5-chloro-N-[2,4-difluoro-3-(1H-pyrrolo[2,3-b]pyridin-6-yl)phenyl]-2-methoxypyridine ClC=1C=CC(N(C1)C1=C(C(=C(C=C1)F)C1=CC=C2C(=N1)NC=C2)F)OC